C(=O)O.N1C(CC1)C1=CC(=C2CN(C(C2=C1)=O)C1=CC(=CC=C1)C1(COC1)CC1=NN=CN1C)C(F)(F)F 6-(azetidin-2-yl)-2-(3-(3-((4-methyl-4H-1,2,4-triazol-3-yl)methyl)oxetan-3-yl)phenyl)-4-(trifluoromethyl)isoindolin-1-one formate